ClC=1C=C(C=CC1Cl)C(CN(C)C)N[S@@](=O)(=NC)C1=CC=C(C=C1)OC(F)(F)F (S)-N-(1-(3,4-dichlorophenyl)-2-(dimethylamino)ethyl)-N'-methyl-4-(trifluoromethoxy)benzenesulfonimidamide